O=C1NC([C@](N1)(C1=NC=CN=C1)CNC(=O)C=1C(=CC=CC1)C1=CC=C(C=C1)C(F)(F)F)=O |r| rac-N-{[2,5-dioxo-4-(pyrazin-2-yl)imidazolidin-4-yl]methyl}-4'-(trifluoromethyl)[biphenyl]-2-carboxamide